NC1=NC2=CC(=CC=C2C=C1Cl)CN(C(=O)C=1C=NC(=CC1)C)C1=C(C=C(C=C1)F)S(=O)(=O)C N-[(2-amino-3-chloroquinolin-7-yl)methyl]-N-(4-fluoro-2-methanesulfonylphenyl)-6-methylpyridine-3-carboxamide